methyl 2,5-difluoro-3-formyl-4-hydroxybenzoate FC1=C(C(=O)OC)C=C(C(=C1C=O)O)F